(S)-N-(1-ethoxy-3-(4-(prop-2-yn-1-yloxy)phenyl)prop-2-yl)-3-nitroquinolin-4-amine C(C)OC[C@H](CC1=CC=C(C=C1)OCC#C)NC1=C(C=NC2=CC=CC=C12)[N+](=O)[O-]